3-(3,5-dichlorophenyl)-N-[(4S)-3,4-dihydro-2H-1-benzopyran-4-yl]-8-(morpholin-4-yl)imidazo[1,2-b]pyridazine-7-carboxamide ClC=1C=C(C=C(C1)Cl)C1=CN=C2N1N=CC(=C2N2CCOCC2)C(=O)N[C@H]2CCOC1=C2C=CC=C1